NC1=C(C=C(C=C1)O)CO 4-amino-3-hydroxymethylphenol